9-aminononane-1,1-dithiol NCCCCCCCCC(S)S